C(=O)O.FC1(CN(CC1OCC1CN(CCO1)C)C=1C2=C(N=CN1)SC(=C2)N2C(NC(C=C2)=O)=O)F [4-[3,3-difluoro-4-[(4-methylmorpholin-2-yl)methoxy]pyrrolidin-1-yl]thieno[2,3-d]pyrimidin-6-yl]-1H-pyrimidine-2,4-dione formate salt